N-cyano-N-(1-phenylbut-3-en-1-yl)benzamide C(#N)N(C(C1=CC=CC=C1)=O)C(CC=C)C1=CC=CC=C1